NCC(CNC(OC(C)(C)C)=O)O t-butyl (3-amino-2-hydroxypropyl)carbamate